N1=CN=C2N=NCC2=C1 8-Aza-7-Deaza-Purine